ethyl 6-[tert-butoxycarbonyl (methyl) amino]-4,5,6,7-tetrahydrobenzothiophene-3-carboxylate C(C)(C)(C)OC(=O)N(C1CC2=C(C(=CS2)C(=O)OCC)CC1)C